C(C1=CC=CC=C1)OC=1C=C(C=CC1)C1(CC1)C=1C(=C(C(=O)N)C=C(C1)OCCN(C)C)C (1-(3-(Benzyloxy)phenyl)cyclopropyl)-5-(2-(dimethylamino)ethoxy)-2-methylbenzamide